BrC=1C(=NC=CC1Cl)C 3-bromo-4-chloro-2-methylpyridine